O=C1N(C(CC1)=O)C(C(=O)O)C1=CC=C(C=C1)C#C.ON1[C@@H]2CC[C@H](N(C1=O)C2)C(NC(CCC)=O)=N N-(((2S,5R)-6-hydroxy-7-oxo-1,6-diazabicyclo[3.2.1]oct-2-yl)(imino)methyl)butanamide 2,5-dioxopyrrolidin-1-yl-2-(4-ethynylphenyl)acetate